1-(((S)-oxetan-2-yl)methyl)-4-(trifluoromethoxy)-1H-benzo[d]imidazole-6-carboxylic acid O1[C@@H](CC1)CN1C=NC2=C1C=C(C=C2OC(F)(F)F)C(=O)O